ClC=1C=C(C=CC1F)NC1=C2C=C(NC2=CC(=C1F)F)C(=O)O 4-((3-chloro-4-fluorophenyl)amino)-5,6-difluoro-1H-indole-2-carboxylic acid